NC1=C(C2=C(C=3N=CC=NC3C(=C2)OC2CC(C2)F)NC1=O)C1=C2C=NNC2=C(C=C1)F 8-Amino-5-((1r,3r)-3-fluorocyclobutyl)oxy-7-(7-fluoro-1H-indazol-4-yl)-10H-pyrido[2,3-f]quinoxalin-9-one